(tridecyl)-4,4'-butylidenebis(2-tert-butyl-5-methylphenol) diphosphite OP(O)OP(O)O.C(CCCCCCCCCCCC)CCCC(C1=CC(=C(C=C1C)O)C(C)(C)C)C1=CC(=C(C=C1C)O)C(C)(C)C